CSC([C@H](N)C(=O)O)(C)C 3-(methyl-sulfanyl)valine